cis-8-dimethylamino-8-phenyl-3-p-tolyl-1,3-diazaspiro[4.5]decan-2-one CN(C1(CCC2(CN(C(N2)=O)C2=CC=C(C=C2)C)CC1)C1=CC=CC=C1)C